n-butylmethyldimethoxysilane C(CCC)[Si](OC)(OC)C